C1(CCCCC1)N1CC(C1)(NC(=O)C1=NOC(=C1)C1=C(C=C(C=C1)F)F)CC(=O)O 2-(1-cyclohexyl-3-(5-(2,4-difluorophenyl)isoxazole-3-carboxamido)azetidin-3-yl)acetic acid